O=CC1=CC(OC)=C(O)C=C1 VaniLLin